(4-phenylphenoxy)-aluminum C1(=CC=CC=C1)C1=CC=C(O[Al])C=C1